ClC1=CC=2C(C3=CC=CC=C3N(C2C=C1)C1=CC=CC=C1)(O)C1=CC=CC=C1 2-Chloro-9,10-diphenyl-9,10-dihydroacridin-9-ol